ClC1=C(C=CC=C1)C=1C(=CNC1)S(=O)(=O)NC1=C(C=C(C=C1)C#N)F 4-(2-chlorophenyl)-N-(4-cyano-2-fluoro-phenyl)-1H-pyrrole-3-sulfonamide